FC=1C(=C(C=O)C=C(C1)\C=C\C1=CC(=CC=C1)N1CCOCC1)O (E)-3-fluoro-2-hydroxy-5-(3-morpholinostyryl)benzaldehyde